N-(3-(((2R,3S,4R,5R)-3,4,5-trihydroxy-2-(hydroxymethyl)tetrahydro-2H-pyran-2-yl)oxy)propyl)octanamide O[C@@H]1[C@](OC[C@H]([C@H]1O)O)(CO)OCCCNC(CCCCCCC)=O